(S)-N-((4-((2-((tert-butyldimethylsilyl)oxy)ethyl)amino)-2-(methylthio)pyrimidin-5-yl)methyl)-8-methyl-1,2,3,4-tetrahydroquinolin-4-amine [Si](C)(C)(C(C)(C)C)OCCNC1=NC(=NC=C1CN[C@H]1CCNC2=C(C=CC=C12)C)SC